6-Chloro-N-(2,6-dimethylpyridin-4-yl)pyridine-2-carboxamide ClC1=CC=CC(=N1)C(=O)NC1=CC(=NC(=C1)C)C